Butyl 7-allyl-2-(3-{[1-(tert-butoxycarbonyl)piperidin-3-yl]methoxy}pyridin-4-yl)-3-[(3-fluoro-2-methoxyphenyl)amino]-4-oxo-1,4,6,7-tetrahydro-5H-pyrrolo[3,2-c]pyridine-5-carboxylate C(C=C)C1C2=C(C(N(C1)C(=O)OCCCC)=O)C(=C(N2)C2=C(C=NC=C2)OCC2CN(CCC2)C(=O)OC(C)(C)C)NC2=C(C(=CC=C2)F)OC